C(=O)(O)C=1N=C2N(C3=CC=C(C=C3NC2=O)C(F)(F)F)C1C 2-carboxy-1-methyl-7-trifluoromethylimidazo[1,2-a]quinoxalin-4(5H)-one